(E)-N-(2,4-dibromophenethyl)-4-methyl-N'-(4-phenoxybenzylidene)benzenesulfonohydrazide BrC1=C(CCN(/N=C/C2=CC=C(C=C2)OC2=CC=CC=C2)S(=O)(=O)C2=CC=C(C=C2)C)C=CC(=C1)Br